THIENO-PYRIDINE S1C=CC2=C1C=CC=N2